(2R,3R,4R,5R)-hexan-1,2,3,4,5,6-hexol tert-butyl-N-[4-(2,5-difluorophenyl)-2-(5,5-difluorotetrahydropyran-2-yl)-3-pyridyl]carbamate C(C)(C)(C)N(C(O)=O)C=1C(=NC=CC1C1=C(C=CC(=C1)F)F)C1OCC(CC1)(F)F.C([C@H]([C@H]([C@@H]([C@@H](CO)O)O)O)O)O